(R or S)-4-(6-chloro-2-(3-(dimethylamino)azetidin-1-yl)-8-fluoro-4-(2,6-diazaspiro[3.3]heptan-2-yl)quinazolin-7-yl)naphthalen-2-ol ClC=1C=C2C(=NC(=NC2=C(C1C1=CC(=CC2=CC=CC=C12)O)F)N1CC(C1)N(C)C)N1CC2(C1)CNC2